Cis-racemic-tert-butyl 2-methyl-4-[(7-[(3,3,3-trifluoropropyl)carbamoyl]-5-{[2-(trimethylsilyl)ethoxy]methyl}-5H-pyrrolo[2,3-b]pyrazin-2-yl)amino]piperidine-1-carboxylate C[C@@H]1N(CC[C@@H](C1)NC=1N=C2C(=NC1)N(C=C2C(NCCC(F)(F)F)=O)COCC[Si](C)(C)C)C(=O)OC(C)(C)C |r|